8-methyl-3,5-dihydro-4H-pyrimido[5,4-b]indol-4-one CC1=CC=2C3=C(NC2C=C1)C(NC=N3)=O